5-chloro-N-(4-fluoro-2-methyl-1,3-benzoxazol-6-yl)pyrazine-2-carboxamide ClC=1N=CC(=NC1)C(=O)NC1=CC2=C(N=C(O2)C)C(=C1)F